2-(5-bromo-3-pyridyl)pyrazole-3-carbonitrile BrC=1C=C(C=NC1)N1N=CC=C1C#N